methyl 3-((tert-butyldimethylsilyl)oxy)bicyclo(1.1.1)pentane-1-carboxylate [Si](C)(C)(C(C)(C)C)OC12CC(C1)(C2)C(=O)OC